exo-2-[[2-(chloromethyl)phenyl]methoxy]-1-methyl-4-(1-methylethyl)-7-oxabicyclo[2.2.1]heptane ClCC1=C(C=CC=C1)COC1C2(CCC(C1)(O2)C(C)C)C